4-methyl-6,7-dihydro-4H-pyrazolo[4,3-c]Pyridine-5-Carboxylic acid tert-butyl ester C(C)(C)(C)OC(=O)N1C(C2=C(CC1)NN=C2)C